CC1=NN(C=2C1=NC(=CC2NCC2=NNC=C2)C=2C(=NC=CC2)OCCC)[C@@H](CC)C (R)-3-methyl-1-[1-methylpropyl]-5-(2-propoxy-3-pyridyl)-N-(1H-pyrazol-3-ylmethyl)pyrazolo[4,3-b]pyridin-7-amine